NCCCC[Si](OCC)(OCC)OCC aminobutyltriethoxysilane